(1R,2S,6R)-2-(3-bromo-4-(methylamino)phenyl)-6-((2-fluoro-4-(trifluoromethyl)phenyl)carbamoyl)cyclohexane-1-carboxylic acid BrC=1C=C(C=CC1NC)[C@@H]1[C@H]([C@@H](CCC1)C(NC1=C(C=C(C=C1)C(F)(F)F)F)=O)C(=O)O